C1=CC=CC=2C3=CC=CC=C3C(C12)COC(=O)N[C@H](C(=O)N[C@H](C(=O)NC=1C=CC(=C(C1)CCS(=O)(=O)O)COC(=O)OC1=CC=C(C=C1)[N+](=O)[O-])CCCNC(=O)N)C(C)C 2-[5-[[(2S)-2-[[(2S)-2-(9H-fluoren-9-ylmethoxycarbonylamino)-3-methyl-butanoyl]amino]-5-ureido-pentanoyl]amino]-2-[(4-nitrophenoxy)carbonyloxymethyl]phenyl]ethanesulfonic acid